5-Hydroxy-3,7,8,2'-tetramethoxyflavone OC1=C2C(C(=C(OC2=C(C(=C1)OC)OC)C1=C(C=CC=C1)OC)OC)=O